5-(((4-(3-chloro-4-(2-chloro-3-((2-fluoro-3-((3-hydroxyazetidin-1-yl)methyl)phenyl)amino)phenyl)pyridin-2-yl)-2-methoxybenzyl)amino)methyl)pyrrolidin-2-one ClC=1C(=NC=CC1C1=C(C(=CC=C1)NC1=C(C(=CC=C1)CN1CC(C1)O)F)Cl)C1=CC(=C(CNCC2CCC(N2)=O)C=C1)OC